C(CC1=CC=CC=C1)N=C=O (+)-phenethyl isocyanate